(R)-1-chloro-3-(4-(2-(3,5-dichloro-4-((S)-3-(ethylsulfonyl)-2-hydroxypropoxy)phenyl)propan-2-yl)phenoxy)propan-2-ol ClC[C@@H](COC1=CC=C(C=C1)C(C)(C)C1=CC(=C(C(=C1)Cl)OC[C@@H](CS(=O)(=O)CC)O)Cl)O